C(C)(C)(C)OC(=O)C1C2C=CC(C1)C2 5-t-butoxycarbonylbicyclo[2.2.1]Hept-2-ene